ClC=1C=C(C=C(C1)Cl)C1=NC(=CC(=C1)CN1CCC(CC1)CNC(C)=O)OC=1C=NC(=CC1)N1[C@@H]2CN([C@H](C1)C2)CCS(=O)(=O)C N-((1-((2-(3,5-dichlorophenyl)-6-((6-((1S,4S)-5-(2-(methylsulfonyl)ethyl)-2,5-diazabicyclo[2.2.1]heptan-2-yl)pyridin-3-yl)oxy)pyridin-4-yl)methyl)piperidin-4-yl)methyl)acetamide